3-(3-(cyclohexylmethoxy)phenyl)but-2-enenitrile C1(CCCCC1)COC=1C=C(C=CC1)C(=CC#N)C